COC1=C(C=CC=C1[N+](=O)[O-])N1CCN(CC1)C(=O)OC(C)(C)C tert-Butyl 4-(2-methoxy-3-nitrophenyl)piperazine-1-carboxylate